N1N=CC(=C1)C=1C=NC2=CC=CC=C2C1 3-(1H-pyrazol-4-yl)quinoline